[Te].[Sb].[Ag] silver-antimony-tellurium